CC1(C(C(=CC2(CCN(C2)C(=O)C2=CC=NC=C2)C1)C#N)=O)C 9,9-dimethyl-8-oxo-2-(pyridine-4-carbonyl)-2-azaspiro[4.5]dec-6-ene-7-carbonitrile